dodecyl {tert-butoxycarbonyl}-L-alaninate C(C)(C)(C)OC(=O)N[C@@H](C)C(=O)OCCCCCCCCCCCC